NC=1C(=NC(=CC1)OC)C(CN(C(=O)OC(C)(C)C)CC1=C(C=CC(=C1)F)NC1=C(C(=O)OC)C=C(C(=C1)C(F)(F)F)F)(C)C Methyl 2-((2-(((2-(3-amino-6-methoxypyridin-2-yl)-2-methylpropyl)(tert-butoxycarbonyl)amino)methyl)-4-fluorophenyl)amino)-5-fluoro-4-(trifluoromethyl)benzoate